C1=CC=CC=2C3=CC=CC=C3N(C12)C1=C(C(=C(C(=C1C1=NC(=NC(=N1)C1=CC=CC=C1)C1=CC=CC=C1)N1C2=CC=CC=C2C=2C=CC=CC12)N1C2=CC=CC=C2C=2C=CC=CC12)C1=CC=C(C=C1)N1C2=CC=CC=C2C=2C=C(C=CC12)C1=CC=CC=C1)C#N 3,5,6-tri(9H-carbazol-9-yl)-4-(4,6-diphenyl-1,3,5-triazin-2-yl)-4'-(3-phenyl-9H-carbazol-9-yl)-[1,1'-biphenyl]-2-carbonitrile